(10R,13S,17S)-17-hydroxy-13-methyl-10-[(4-methylphenyl)methyl]-17-prop-1-ynyl-2,6,7,8,12,14,15,16-octahydro-1H-cyclopenta[a]phenanthrene-3-one O[C@]1(CCC2C3CCC4=CC(CC[C@@]4(C3=CC[C@]12C)CC1=CC=C(C=C1)C)=O)C#CC